FC=1C(=C2CC[C@H](C2=CC1)OC1=CC=C(C=C1)C(CC(=O)O)C#CC)C=1C=NC(=CC1)OC1CCOCC1 3-(4-(((R)-5-fluoro-4-(6-((tetrahydro-2H-pyran-4-yl)oxy)pyridin-3-yl)-2,3-dihydro-1H-inden-1-yl)oxy)phenyl)hex-4-ynoic acid